C(C1=CC=CC=C1)OC(=O)N1CCC2(C[C@@H](CO2)NC[C@@H](COC2=CC(=CC=C2)S(=O)(=O)C)O)CC1 (S)-Benzyl-3-(((S)-2-Hydroxy-3-(3-(methylsulfonyl)phenoxy) propyl)amino)-1-oxa-8-azaspiro[4.5]decane-8-carboxylate